ClC1=C(C(=O)P(C2=CC=C(C=C2)Cl)(C(C2=C(C=CC=C2Cl)Cl)=O)=O)C(=CC=C1)Cl Bis(2,6-dichlorobenzoyl)-4-chlorophenylphosphin oxid